N-(2-((4R,5S)-1-ethyl-7-oxa-1-azaspiro[4.4]nonan-4-yl)thieno[2,3-b]pyridin-4-yl)-4,6-difluorobenzo[d]thiazol-5-amine C(C)N1CC[C@H]([C@@]12COCC2)C2=CC=1C(=NC=CC1NC=1C(=CC3=C(N=CS3)C1F)F)S2